C(C)(SCCNC(=O)OC(C)(C)C)=O S-(2-((tert-butoxycarbonyl) amino) ethyl) ethanethioate